N-[trans-(7RS,9RS)-3-cyclopropyl-5-(2-methylpropylsulfamoyl)-9-[3-(2-oxopyridin-1-yl)propanoylamino]-8,9-dihydro-7H-cyclopenta[h]isoquinolin-7-yl]pyridine-3-carboxamide C1(CC1)C=1N=CC2=C3C(=CC(=C2C1)S(NCC(C)C)(=O)=O)[C@@H](C[C@H]3NC(CCN3C(C=CC=C3)=O)=O)NC(=O)C=3C=NC=CC3 |r|